Dimethyl-4-(3-(5-(benzothien-3-ylmethoxy)-2-fluoro-4-methoxyphenyl)ureido)thiophene-2,3-dicarboxylic acid COC(=O)C1=C(SC=C1NC(=O)NC1=C(C=C(C(=C1)OCC1=CSC2=C1C=CC=C2)OC)F)C(=O)OC